5-acetyl-1,3-dicyclohexyl-6-hydroxypyrimidine-2,4(1H,3H)-dione C(C)(=O)C=1C(N(C(N(C1O)C1CCCCC1)=O)C1CCCCC1)=O